4-(2,5-difluorophenyl)cyclohexanone FC1=C(C=C(C=C1)F)C1CCC(CC1)=O